tert-butyl (6aR)-4-chloro-3-(2-fluoro-6-hydroxyphenyl)-1-morpholino-12-oxo-6a,7,9,10-tetrahydro-12H-pyrazino[2,1-c]pyrido[3,4-f][1,4]oxazepine-8(6H)-carboxylate ClC1=C(N=C(C=2C(N3[C@@H](COC21)CN(CC3)C(=O)OC(C)(C)C)=O)N3CCOCC3)C3=C(C=CC=C3O)F